2-(2-(4-(5-chloro-6-(4-(3-methyloxetan-3-yl)piperazin-1-yl)-1H-indazol-1-yl)-1H-pyrazol-1-yl)cyclopropyl)propan-2-ol ClC=1C=C2C=NN(C2=CC1N1CCN(CC1)C1(COC1)C)C=1C=NN(C1)C1C(C1)C(C)(C)O